CC=1C(=CC=C2C=CNC12)NC(OC(C)(C)C)=O tert-Butyl (7-methyl-1H-indol-6-yl)carbamate